ethyl 6-benzyl-2-(2,2-dimethylcyclopropane-1-carbonyl)-2,6-diazaspiro[3.4]octane-8-carboxylate C(C1=CC=CC=C1)N1CC2(CN(C2)C(=O)C2C(C2)(C)C)C(C1)C(=O)OCC